2-chloro-6-(6-(4-(hydroxymethyl)cyclohexyl)-3,3-dimethyl-2-oxoindolin-1-yl)benzamide ClC1=C(C(=O)N)C(=CC=C1)N1C(C(C2=CC=C(C=C12)C1CCC(CC1)CO)(C)C)=O